FC1=CC2=C(C(=NO2)C2CCN(CC2)CCC(O)C=2C=C3C=CN(C3=CC2)C(C)=O)C=C1 1-(5-(3-(4-(6-fluorobenzo[d]isoxazol-3-yl)piperidin-1-yl)-1-hydroxypropyl)indol-1-yl)ethan-1-one